Ethyl (1R,2R)-2-((2-amino-9-((2R,3S,4S,5R)-4-fluoro-3-hydroxy-5-(hydroxymethyl)tetrahydrofuran-2-yl)-8-oxo-8,9-dihydro-7H-purin-7-yl)methyl)cyclopropane-1-carboxylate NC1=NC=C2N(C(N(C2=N1)[C@@H]1O[C@@H]([C@H]([C@H]1O)F)CO)=O)C[C@H]1[C@@H](C1)C(=O)OCC